(2S,4R)-1-{2-[4-(diethylamino)-2H-1,2,3-triazol-2-yl]acetyl}-4-fluoro-N-[(S)-[6-fluoro-5-(propan-2-yl)pyridin-2-yl](phenyl)methyl]pyrrolidine-2-carboxamide C(C)N(C1=NN(N=C1)CC(=O)N1[C@@H](C[C@H](C1)F)C(=O)N[C@@H](C1=CC=CC=C1)C1=NC(=C(C=C1)C(C)C)F)CC